4-[3-[(3S)-3-tert-butylpiperazin-1-yl]-1,2,4-triazin-6-yl]-7-pyrazol-1-yl-1H-indazole C(C)(C)(C)[C@H]1CN(CCN1)C=1N=NC(=CN1)C1=C2C=NNC2=C(C=C1)N1N=CC=C1